C1(CC1)N1C(=NC(=C1)C(F)(F)F)C1=CC=C(C(=O)O)C=C1 4-[1-cyclopropyl-4-(trifluoromethyl)imidazol-2-yl]benzoic acid